(R)-3-methyl-4-(3-(1H-pyrazol-5-yl)-8-(1H-pyrrolo[2,3-b]pyridin-4-yl)imidazo[1,2-b]pyridazin-6-yl)morpholine C[C@H]1N(CCOC1)C=1C=C(C=2N(N1)C(=CN2)C2=CC=NN2)C2=C1C(=NC=C2)NC=C1